CNC1=NC=CC=C1C=1N=CC2=C(N1)C(=CN2)CC2=CC=C(C=C2)C=2N(C=C(N2)C(F)(F)F)C N-methyl-3-[7-[[4-[1-methyl-4-(trifluoromethyl)imidazol-2-yl]phenyl]methyl]-5H-pyrrolo[3,2-d]pyrimidin-2-yl]pyridin-2-amine